C(C1=CC=CC=C1)OC(C[C@H](C(=O)O)C)=O (R)-4-benzyloxy-2-methyl-4-oxobutyric acid